3-(3-(2-((5-amino-4-fluoro-2-methoxyphenyl)amino)pyrimidin-4-yl)-1H-indol-1-yl)propan-1-ol NC=1C(=CC(=C(C1)NC1=NC=CC(=N1)C1=CN(C2=CC=CC=C12)CCCO)OC)F